(1S,5R,7R)-7-(hydroxymethyl)-7-(methoxymethyl)-1-azabicyclo[3.2.2]nonan-6-one OC[C@]1(C([C@@H]2CCCN1CC2)=O)COC